CCCCC1CCC(=O)O1 The molecule is a gamma-lactone that is oxolan-2-one substituted by a butyl group at position 5. It is a volatile compound found in peaches, mangoes, beef and ham. It has a role as a fungal metabolite, a mouse metabolite, a mammalian metabolite, an insect attractant, a plant metabolite and a flavouring agent. It is a gamma-lactone, a tetrahydrofuranone and a volatile organic compound.